6-methyl-9-nitro-1,2,3,4,4a,5,6,7-octahydrobenzo[f]pyrazino[1,2-a][1,4]diazepine hydrochloride Cl.CN1CC2N(C3=C(C1)C=C(C=C3)[N+](=O)[O-])CCNC2